O[C@@H]1[C@@H](O)[C@H](O)[C@H](O)CO1 α-D-arabinose